C1(=CC=CC=C1)N1N=[NH+]C(=N1)C1=CC=CC=C1 3,5-di-phenyltetrazolium